C(C)SC1=C(N)C(=CC(=C1)N1CCOC2=C(C1)C=CC(=C2)F)C 2-(ethylthio)-4-(8-fluoro-2,3-dihydrobenzo[f][1,4]oxazepin-4(5H)-yl)-6-methylaniline